C(C)(C)(C)OC(=O)N1CCN(CC1)C(=O)C1=CC2=C(OC3=C2C=CC(=C3)[C@@H](C(F)(F)F)N[C@H](C(=O)NC3(CC3)C#N)CC(C)C)C=C1 4-(7-((S)-1-(((S)-1-((1-cyanocyclopropyl)amino)-4-methyl-1-oxopentan-2-yl)amino)-2,2,2-trifluoroethyl)dibenzo[b,d]Furan-2-carbonyl)piperazine-1-carboxylic acid tert-butyl ester